3-aminopropyl (2E,4E)-5-phenylpenta-2,4-dienoate hydrochloride Cl.C1(=CC=CC=C1)/C=C/C=C/C(=O)OCCCN